CC1=C(C=CC=C1COC(=O)C1C(C1C=C(C(F)(F)F)Cl)(C)C)C1=CC=CC=C1 3-(2-Chloro-3,3,3-trifluoro-1-propenyl)-2,2-dimethylcyclopropanecarboxylic acid (2-methylbiphenyl-3-yl)methyl ester